CC1=C(C=CC=C1C1N(CCC2=C1SC(=N2)C(=O)N)CC2=CC(=C(C=C2)Cl)Cl)C2=C(C(=CC=C2)C2N(CCC1=C2SC(=N1)C(=O)N)CC1=CC(=C(C=C1)Cl)Cl)C (2,2'-dimethyl-[1,1'-biphenyl]-3,3'-diyl)bis(5-(3,4-dichlorobenzyl)-4,5,6,7-tetrahydrothiazolo[5,4-c]pyridine-2-carboxamide)